O=C1NCC=2C3=C(C=CC12)C=CC(=C3)C3=NC=CC=C3 3-oxo-8-(2-pyridyl)-1H-benzo[e]isoindol